5-(cyclopropylmethyl)-7-iodo-2-(2-methyl-2H-indazol-5-yl)-4-(6-methylpyridin-3-yl)-2,5-dihydro-3H-pyrrolo[3,2-c]pyridazin-3-one C1(CC1)CN1C=C(C2=NN(C(C(=C21)C=2C=NC(=CC2)C)=O)C2=CC1=CN(N=C1C=C2)C)I